2-(Difluoromethoxy)-N-((5-(5-hydroxy-2-methoxyphenyl)-1H-1,2,4-triazol-3-yl)methyl)benzamide FC(OC1=C(C(=O)NCC2=NNC(=N2)C2=C(C=CC(=C2)O)OC)C=CC=C1)F